OC1CN(C1)C1=CC(=NC=C1)C(=O)N 4-(3-hydroxyazetidin-1-yl)pyridine-2-carboxamide